xylosyl thiocarbonate C(OC1[C@H](O)[C@@H](O)[C@H](O)CO1)([O-])=S